2,2-dimethylcyclobutan-1-ol CC1(C(CC1)O)C